(E)-3-(4-isopropylbenzylidene)pyrrolidine-2,5-dione C(C)(C)C1=CC=C(\C=C/2\C(NC(C2)=O)=O)C=C1